7-bromo-1,2,3,4-tetrahydro-5H-thieno[2,3-e][1,4]diazepin-5-one BrC1=CC2=C(NCCNC2=O)S1